O1CCC(CC1)NC1=CC(=NC=C1C=1SC(=NN1)N1CCNCC1)C1=CC=C2N1N=CC(=C2)C#N 7-[4-(oxan-4-ylamino)-5-[5-(piperazin-1-yl)-1,3,4-thiadiazol-2-yl]pyridin-2-yl]pyrrolo[1,2-b]pyridazine-3-carbonitrile